(3S,4R)-4-(4-bromo-5-chloro-1-methyl-pyrazol-3-yl)-N-(2,4-difluorophenyl)-1-methyl-2-oxo-pyrrolidine-3-carboxamide BrC=1C(=NN(C1Cl)C)[C@@H]1[C@H](C(N(C1)C)=O)C(=O)NC1=C(C=C(C=C1)F)F